C(CC(C)CCC=C(C)C)(=O)OCCCCO 4-hydroxybut-1-yl citronellate